(19R)-3-ethyl-16-fluoro-10,19-dimethyl-5,20-dioxa-4,10,11,23-tetraazapentacyclo[19.3.1.02,6.08,12.013,18]pentacosa-1(24),2(6),3,8,11,13,15,17,21(25),22-decaen-22-amine C(C)C=1C=2C3=CN=C(C(O[C@@H](C4=CC(=CC=C4C4=NN(C=C4CC2ON1)C)F)C)=C3)N